2-(4-(3-((2-(cyclopropylamino)pyridin-4-yl)methyl)-4,4-dimethyl-2,5-dioxoimidazolidin-1-yl)phenyl)-2-methylpropanenitrile C1(CC1)NC1=NC=CC(=C1)CN1C(N(C(C1(C)C)=O)C1=CC=C(C=C1)C(C#N)(C)C)=O